1-((S)-7-((5-(2-(difluoromethoxy)-1-methyl-1H-imidazol-4-yl)-6-methylpyridin-2-yl)amino)-5-azaspiro[2.4]hept-5-yl)-2-(5-fluoro-2-methoxypyridin-4-yl)propan-1-one FC(OC=1N(C=C(N1)C=1C=CC(=NC1C)N[C@@H]1CN(CC12CC2)C(C(C)C2=CC(=NC=C2F)OC)=O)C)F